FC(C(=O)O)(F)F.FC(C(=O)O)(F)F.S1C(=NC=C1)NC(C)=O N-thiazol-2-yl-acetamide bistrifluoroacetate